N1[C@@H](CCC1)CCNC(O[C@H]1[C@H](NC[C@@H]1O)CC1=CC=C(C=C1)C1=CN=NS1)=O (2R,3S,4S)-4-hydroxy-2-{[4-(1,2,3-thiadiazol-5-yl)phenyl]methyl}pyrrolidin-3-yl N-{2-[(2S)-pyrrolidin-2-yl]ethyl}carbamate